BrC=1C=C2C(=C[N+](=CC2=CC1)[O-])C 6-BROMO-4-METHYL-2-OXIDOISOQUINOLIN-2-IUM